N-(4-(2,4-difluorophenoxy)-3-(5-methyl-4-oxo-4,5-dihydrothieno[3,2-c]pyridin-7-yl)phenyl)ethanesulfonamide FC1=C(OC2=C(C=C(C=C2)NS(=O)(=O)CC)C=2C3=C(C(N(C2)C)=O)C=CS3)C=CC(=C1)F